[Pd+2].ClC1=C(C=CC=C1)P(C1=CC=CC=C1)C1=CC=CC=C1.ClC1=C(C=CC=C1)P(C1=CC=CC=C1)C1=CC=CC=C1 bis(chloro(triphenylphosphine)) palladium(II)